CCCCCCCCCCCCCCCCCCCCC(=O)O[C@H](COC(=O)CCCC/C=C\C/C=C\C/C=C\CCCCC)COP(=O)([O-])OCC[N+](C)(C)C 1-(6Z,9Z,12Z-octadecatrienoyl)-2-heneicosanoyl-glycero-3-phosphocholine